CC1=C(C=CC(=C1)C(F)(F)F)N1C=CC2=CC(=CC=C12)C(C(=O)N)=C (1-(2-methyl-4-(trifluoromethyl)phenyl)-1H-indol-5-yl)acrylamide